BrC1=C(C=C2C=NN(C2=C1)CCS(=O)(=O)C)[N+](=O)[O-] 6-bromo-1-(2-(methylsulfonyl)ethyl)-5-nitro-1H-indazole